3-((5-chloro-4-methoxypyrimidin-2-yl)amino)pyrrolidine-1-carboxylic acid tert-butyl ester C(C)(C)(C)OC(=O)N1CC(CC1)NC1=NC=C(C(=N1)OC)Cl